((8-hydroxyquinolin-7-yl)(pyridin-3-yl)methyl)butyramide OC=1C(=CC=C2C=CC=NC12)C(C=1C=NC=CC1)C(C(=O)N)CC